(R)-2-(sec-butyl)quinazolin-4(3H)-one [C@@H](C)(CC)C1=NC2=CC=CC=C2C(N1)=O